methyl 7-(((tert-butoxycarbonyl)amino)methyl)-4-vinyl-2,3-dihydrobenzofuran-5-carboxylate C(C)(C)(C)OC(=O)NCC1=CC(=C(C=2CCOC21)C=C)C(=O)OC